C(C1=CC=CC=C1)NC1=C(C=C(C=C1)S(=O)(=O)NC)[C@@H]1CC(=NO1)Br 4-(Benzylamino)-3-[(5S)-3-bromo-4,5-dihydroisoxazol-5-yl]-N-methyl-benzenesulfonamide